Tert-butyl 3-[1-(2,6-dioxo-3-piperidyl)-4-fluoro-3-methyl-2-oxo-benzimidazol-5-yl]azetidine-1-carboxylate O=C1NC(CCC1N1C(N(C2=C1C=CC(=C2F)C2CN(C2)C(=O)OC(C)(C)C)C)=O)=O